FC(OC1=C(C=C(C=C1)OC(F)F)C1=NN(C=C1NC(=O)C=1C=NN2C1N=CC=C2)CC=2N=NN(N2)C2CN(C2)C2CN(C2)C)F N-[3-[2,5-bis(difluoromethoxy)phenyl]-1-[[2-[1-(1-methylazetidin-3-yl)azetidin-3-yl]tetrazol-5-yl]methyl]pyrazol-4-yl]pyrazolo[1,5-a]pyrimidine-3-carboxamide